FC(C1=C(C=NC(=C1)N)C=1NC=C(C1)N1CCOC(C1)CN1CCN(CC1)S(=O)(=O)C)(F)F 2-(4-trifluoromethyl-6-aminopyridin-3-yl)-6-[(4-methanesulfonyl)piperazin-1-yl]methyl-4-morpholinopyrrole